N,N'-di(2-hydroxyethyl)-1,3-propanediamine OCCNCCCNCCO